CC(C(=O)[O-])C 2-methylpropionat